FC(C(=O)O)(F)F.C(C1=CC=CC=C1)ONC1CNC1 N-(benzyloxy)azetidin-3-amine trifluoroacetate